FC1(CCNCC1)CC1=CC=C(C=C1)C1C(NC(CC1)=O)=O 3-[4-[(4-fluoro-4-piperidinyl)methyl]phenyl]piperidine-2,6-dione